FC1(CNCC[C@H]1C1=CC=C2C(=NN(C2=C1)C)N1C(NC(CC1)=O)=O)F 1-[6-[(4S)-3,3-difluoro-4-piperidyl]-1-methyl-indazol-3-yl]hexahydropyrimidine-2,4-dione